N,N-diethyl-4-(2-methyl-7-((3-(piperidin-1-yl)propyl)amino)thieno[3,2-b]pyridin-5-yl)benzamide C(C)N(C(C1=CC=C(C=C1)C1=CC(=C2C(=N1)C=C(S2)C)NCCCN2CCCCC2)=O)CC